COC1=CC=C(C=C1)CN(C)CC1(CC1)O 1-({[(4-methoxyphenyl)methyl](methyl)amino}methyl)cyclopropan-1-ol